O=C1NC(CCC1N1C(C(=CC1=O)NC=1C=C(C=CC1)CCC(=O)NC1=CC(=C(C=C1)C)C(F)(F)F)=O)=O 3-(3-((1-(2,6-dioxopiperidin-3-yl)-2,5-dioxo-2,5-dihydro-1H-pyrrol-3-yl)amino)phenyl)-N-(4-methyl-3-(trifluoromethyl)phenyl)propanamide